2-(4-chlorophenyl)-propan-2-yldithiobenzoate ClC1=CC=C(C=C1)C(C)(C)SC(C1=CC=CC=C1)=S